C(C)(C)(C)OC(=O)N1[C@@H](CC(C1)=O)C(=O)O (S)-1-(tert-Butoxycarbonyl)4-oxopyrrolidine-2-carboxylic acid